C(C)S(=O)(=O)N[C@@H]1C[C@](C[C@@H]1F)(C(=O)N(C)OC)CC1=CC(=C(C=C1)F)C1=NC=C(C=N1)F |o1:6,8,10| (1R*,3R*,4S*)-3-(ethylsulfonamido)-4-fluoro-1-(4-fluoro-3-(5-fluoropyrimidin-2-yl)benzyl)-N-methoxy-N-methylcyclopentane-1-carboxamide